rac-N-((1R,3S)-3-Methoxycyclopentyl)-6-(1-(2-methoxyethyl)-1H-pyrazol-3-yl)-5-methyl-2-(1-methyl-1H-imidazol-2-yl)thieno[2,3-d]pyrimidin-4-amine CO[C@@H]1C[C@@H](CC1)NC=1C2=C(N=C(N1)C=1N(C=CN1)C)SC(=C2C)C2=NN(C=C2)CCOC |r|